CC1(C2=CC(=CC=C2NC=2C=CC(=CC12)C1=C(C=CC=C1)S(=O)(=O)C)CN1CCNCC1)C 9,9-dimethyl-2-(2-(methylsulfonyl)phenyl)-7-(piperazin-1-ylmethyl)-9,10-dihydroacridine